C(C)N(C=1SC(=CN1)S(=O)(=O)C1=CC=C(C=C1)CNC(=O)C1=CC=2C(=CN=CC2)S1)C N-[(4-{2-[ethyl(methyl)amino]-1,3-thiazole-5-sulfonyl}phenyl)methyl]thieno[2,3-c]pyridine-2-carboxamide